[5-[(5-cyclopropylpyrimidin-2-yl)carbamoyl]-4-fluoro-2-methylphenyl]-2-methyl-1,3-thiazole-5-carboxamide C1(CC1)C=1C=NC(=NC1)NC(=O)C=1C(=CC(=C(C1)C=1N=C(SC1C(=O)N)C)C)F